2-(1-propenyl)cyanatobenzene C(=CC)C1=C(C=CC=C1)OC#N